N-({4-aminofuro[3,2-c]quinolin-7-yl}methyl)-2-cyclopropyl-N-[1-methyl-3-(trifluoromethyl)-1H-pyrazol-4-yl]pyrimidine-5-carboxamide NC1=NC=2C=C(C=CC2C2=C1C=CO2)CN(C(=O)C=2C=NC(=NC2)C2CC2)C=2C(=NN(C2)C)C(F)(F)F